4-cyano-1-(3,5-dimethylphenyl)-3-methyl-1H-benzo[d]imidazole-3-ium triflate [O-]S(=O)(=O)C(F)(F)F.C(#N)C1=CC=CC=2N(C=[N+](C21)C)C2=CC(=CC(=C2)C)C